methyl 9-(4-(difluoro(1-(3-fluoropropyl)azetidin-3-yl)methyl)phenyl)-6,7-dihydro-5H-benzo[7]annulene-3-carboxylate FC(C1=CC=C(C=C1)C1=CCCCC2=C1C=CC(=C2)C(=O)OC)(C2CN(C2)CCCF)F